1-(4-(3-(2,6-dichlorophenyl)-3-fluoroazetidin-1-yl)-3,5-dimethylbenzyl)piperidine-4-carboxylic acid ClC1=C(C(=CC=C1)Cl)C1(CN(C1)C1=C(C=C(CN2CCC(CC2)C(=O)O)C=C1C)C)F